P(=O)([O-])([O-])[O-].[Fe+2].[Mn+2].P(=O)([O-])([O-])[O-].[Fe+2].[Na+] sodium iron phosphate manganese iron phosphate